BrC=1C=C(C=NC1)C(C(=O)OC)NC(=O)OC(C)(C)C methyl 2-(5-bromopyridin-3-yl)-2-((tert-butoxycarbonyl)amino)acetate